C(C)(C)OC1=C(C=CC=C1)N1C=NC2=C1C=CC=C2 (2-isopropoxyphenyl)-1H-benzo[d]imidazole